Bis(Dimethylsilyl)Disilylamine C[SiH](C)[SiH](N[SiH3])[SiH](C)C